Ethyl 2-(2-fluorophenyl)-5-(hydroxymethyl)-6,7-dihydro-5H-pyrazolo[5,1-b][1,3]oxazine-3-carboxylate FC1=C(C=CC=C1)C1=NN2C(OC(CC2)CO)=C1C(=O)OCC